1-((2S,11S)-5-chloro-2-(hydroxymethyl)-11-methyl-2,3,9,11-tetrahydro-10H-[1,4]dioxino[2,3-f]pyrrolo[3,4-c]quinolin-10-yl)-2-methoxyethan-1-one ClC1=C2C(=C3C4=C(C=NC3=C1)CN([C@H]4C)C(COC)=O)O[C@H](CO2)CO